CC1=C(N=C(C(=N1)N1CCC2(CC1)[C@@H](C=1C(=NC=CC1)C2)N)C2=CC=NN2)C2=C1C(=NC=C2)NC=C1 (S)-1'-(6-methyl-3-(1H-pyrazol-5-yl)-5-(1H-pyrrolo[2,3-b]pyridin-4-yl)pyrazin-2-yl)-5,7-dihydrospiro[cyclopenta[b]pyridine-6,4'-piperidin]-5-amine